COC=1C=C2CN(C=3C4=C(C=CC3C2=CC1OC)C=C1C(=C4)OCO1)CCCN1CCN(CC1)C 2,3-Dimethoxy-12-(3-(4-methylpiperazin-1-yl)propyl)-12,13-dihydro-[1,3]dioxolo[4',5':4,5]benzo[1,2-c]phenanthridine